3,4-dichloro-2H-indazol-5-carbaldehyde ClC=1NN=C2C=CC(=C(C12)Cl)C=O